7-{1-[1-(2-Fluorophenyl)-1H-pyrazol-4-yl]ethyl}-5-[2-(trifluoromethyl)pyrimidin-5-yl]-7H-pyrrolo[2,3-d]pyrimidin-4-amine FC1=C(C=CC=C1)N1N=CC(=C1)C(C)N1C=C(C2=C1N=CN=C2N)C=2C=NC(=NC2)C(F)(F)F